2-(3,4-dihydroxyphenyl)-7-hydroxy-5-methoxychroman-4-one OC=1C=C(C=CC1O)C1OC2=CC(=CC(=C2C(C1)=O)OC)O